N1N=NC2=C1C(=CC=C2)C#N 1H-benzo[d][1,2,3]triazole-7-carbonitrile